beta-Heptanolacton C1(C(CCCCC)O1)=O